BrC=1C2=C(C=NC1)C(=CN2C2=C1C=NN(C1=CC(=C2C)F)C2OCCCC2)C#N 7-bromo-1-(6-fluoro-5-methyl-1-tetrahydropyran-2-yl-indazol-4-yl)pyrrolo[3,2-c]pyridine-3-carbonitrile